butyl-α-cyano-p-methyl-p-methoxycinnamate C(CCC)OC(C(=CC1=CCC(C=C1)(OC)C)C#N)=O